C(C)(C)N(CCN)C(C)C N,N-diisopropyl-ethylenediamine